COC1=CC=C(C=C1)OC(C=1C(C(=O)O)=CC=CC1)=O Phthalic acid mono(4-methoxyphenyl) ester